(2-cyano-8-(3-(dimethylcarbamoyl)-1-methyl-1H-pyrazol-5-yl)imidazo[1,2-c]Pyrimidin-5-yl)((5-fluoro-2,3-dihydrobenzofuran-4-yl)methyl)carbamic acid tert-butyl ester C(C)(C)(C)OC(N(CC1=C(C=CC2=C1CCO2)F)C2=NC=C(C=1N2C=C(N1)C#N)C1=CC(=NN1C)C(N(C)C)=O)=O